(6-bromo-2-hydrazino-quinazolin-4-yl)-[1-(3-difluoromethyl-2-fluoro-phenyl)-ethyl]-amine BrC=1C=C2C(=NC(=NC2=CC1)NN)NC(C)C1=C(C(=CC=C1)C(F)F)F